1-(9Z-hexadecenoyl)-2-docosanoyl-glycero-3-phosphocholine CCCCCCCCCCCCCCCCCCCCCC(=O)O[C@H](COC(=O)CCCCCCC/C=C\CCCCCC)COP(=O)([O-])OCC[N+](C)(C)C